(S)-2-(3-(dimethylamino)pyrrolidin-1-yl)-4-ethoxy-N-(7-fluoro-2-methyl-2H-indazol-5-yl)pyrimidine-5-carboxamide formate salt C(=O)O.CN([C@@H]1CN(CC1)C1=NC=C(C(=N1)OCC)C(=O)NC1=CC2=CN(N=C2C(=C1)F)C)C